4-(4-fluorophenyl)-1,2,3-triazole FC1=CC=C(C=C1)C=1N=NNC1